6-octenoic acid C(CCCCC=CC)(=O)O